1-methylpyrazole-3-methanol CN1N=C(C=C1)CO